C(C)(C)(C)OC(=O)N1C/C(/CC1)=C/C1=CC=C(C=C1)N=C(C1=CC=CC=C1)C1=CC=CC=C1 (E)-3-(4-((diphenylmethylene)amino)benzylidene)pyrrolidine-1-carboxylic acid tert-butyl ester